8-(4-chlorophenyl)-1-(4-fluorophenyl)-2-methyl-1H-imidazo[4,5-c]quinoline ClC1=CC=C(C=C1)C1=CC=2C3=C(C=NC2C=C1)N=C(N3C3=CC=C(C=C3)F)C